(4-(difluoromethyl)-2-((S)-1-hydroxyethyl)oxazol-5-yl)((S)-4-(7-fluorobenzo[d]oxazol-2-yl)-6,7-dihydro-1H-imidazo[4,5-c]pyridin-5(4H)-yl)methanone FC(C=1N=C(OC1C(=O)N1[C@@H](C2=C(CC1)NC=N2)C=2OC1=C(N2)C=CC=C1F)[C@H](C)O)F